cis-3-oxa-bicyclo[3.2.1]octane-2,4-dione [C@@H]12C(OC([C@@H](CC1)C2)=O)=O